(R)-N-(2-(difluoromethoxy)-4-(1-(2-(dimethylamino)ethyl)-1H-pyrazol-4-yl)phenyl)-9-methyl-6-oxo-6,7,8,9-tetrahydropyrido[3',2':4,5]pyrrolo[1,2-a]pyrazine-2-carboxamide FC(OC1=C(C=CC(=C1)C=1C=NN(C1)CCN(C)C)NC(=O)C=1C=CC=2C=C3N([C@@H](CNC3=O)C)C2N1)F